N[C@H]1CS(C2=C(N(C1=O)CC1=C(C=C(C=C1)Cl)CN)C=C(C(=C2)F)C=2OC(=NN2)C(C)(C)C)(=O)=O (3R)-3-amino-5-[[2-(aminomethyl)-4-chloro-phenyl]methyl]-7-(5-tert-butyl-1,3,4-oxadiazol-2-yl)-8-fluoro-1,1-dioxo-2,3-dihydro-1λ6,5-benzothiazepin-4-one